O=C1C2=C(N=CN1CC(=O)OCC)SC1=C2CCCC1 Ethyl (4-oxo-5,6,7,8-tetrahydro[1]benzothieno[2,3-d]pyrimidin-3(4H)-yl)acetate